4-benzoyl-phthalimide C(C1=CC=CC=C1)(=O)C=1C=C2C(C(=O)NC2=O)=CC1